N-[2-[(4-amino-3-hydroxy-butanoyl)amino]ethyl]-4-[[3-[4-(cyanomethoxy)-2,3-difluorophenyl]imidazo[1,2-a]pyrazin-8-yl]amino]-2-ethyl-benzamide formate C(=O)O.NCC(CC(=O)NCCNC(C1=C(C=C(C=C1)NC=1C=2N(C=CN1)C(=CN2)C2=C(C(=C(C=C2)OCC#N)F)F)CC)=O)O